4-hydroxy-4-(1-(6-oxo-4-phenylpyrimidin-1(6H)-yl)ethyl)piperidine-1-carboxylic acid tert-butyl ester C(C)(C)(C)OC(=O)N1CCC(CC1)(C(C)N1C=NC(=CC1=O)C1=CC=CC=C1)O